C(C)(C)(C)OC(NC1C(CN(CC1)C1=NC=C(C=N1)Br)(F)F)=O (1-(5-bromopyrimidin-2-yl)-3,3-difluoropiperidin-4-yl)carbamic acid tert-butyl ester